5,8-Diazadodecane CCCCNCCNCCCC